N1(C=NC=C1)C=1N=C(C2=C(N1)CCC2)C(=O)NC2CCC(CC2)(C)O 2-(imidazol-1-yl)-N-[(trans)-4-hydroxy-4-methylcyclohexyl]-5H,6H,7H-cyclopenta[d]pyrimidine-4-carboxamide